N-(4-(3H-imidazo[4,5-b]pyridin-7-yl)phenyl)-2-(piperazin-1-yl)pyrimidin-4-amine N1=CNC2=NC=CC(=C21)C2=CC=C(C=C2)NC2=NC(=NC=C2)N2CCNCC2